1-(4-{5-[(2,6-dichlorophenyl)methoxy]pyrimidin-2-yl}piperazin-1-yl)-2-hydroxyethanone ClC1=C(C(=CC=C1)Cl)COC=1C=NC(=NC1)N1CCN(CC1)C(CO)=O